C1(CC1)C=1C=2N(C=C(C1)N)C=CN2 8-Cyclopropylimidazo[1,2-a]pyridin-6-amine